CO/C(=C/C(=O)O)/C (E)-3-METHOXY-2-BUTENOIC ACID